C(C)OC(/C=C/C1=C2CCN(C2=CC=C1)C(=O)OC(C)(C)C)=O tert-butyl 4-[(E)-3-ethoxy-3-oxoprop-1-enyl]indoline-1-carboxylate